FC1=C(CNC2=C3N=CN(C3=NC(=N2)S(=O)(=O)C)CC2=C(C(=CC=C2F)C)F)C(=CC=C1C)F N,9-bis(2,6-difluoro-3-methylbenzyl)-2-(methylsulfonyl)-9H-purin-6-amine